NC1CC(N(C1)C1=CC=C(C=C1)S(=O)(=O)N1CCN(CC1)C1=NC(=CC(=C1)C(F)(F)F)Cl)=O 4-Amino-1-[4-[4-[6-chloro-4-(trifluoromethyl)-2-pyridyl]piperazin-1-yl]sulfonylphenyl]pyrrolidin-2-one